O[C@@H](C(=O)O)[C@H](C(=O)O)O.COC1=C(C=C2C=CC(=NC2=C1)C)C1=CN=C(O1)[C@H](CCCCCC(=O)C=1OC=CN1)NC(=O)C1CN(C1)C (S)-N-(1-(5-(7-methoxy-2-methylquinolin-6-yl)oxazol-2-yl)-7-(oxazol-2-yl)-7-oxoheptyl)-1-methylazetidine-3-carboxamide (2R,3R)-2,3-dihydroxysuccinate